FC1=CC=C(C=C1)CN1C(C(=C(C2=CC=CN=C12)O)C(=O)NC1CCC(CC1)C)=O 1-(4-fluorophenylmethyl)-4-hydroxy-N-((1R,4R)-4-methylcyclohexyl)-2-oxo-1,2-dihydro-1,8-naphthyridine-3-carboxamide